2-{[rel-(2R,3R)-3-(2-chlorophenyl)-2-(2,4-difluorophenyl)oxiran-2-yl]methyl}-2,4-dihydro-3H-1,2,4-triazole-3-thione-thione ClC1=C(C=CC=C1)[C@@H]1[C@@](O1)(C1=C(C=C(C=C1)F)F)CN1NC(NC1=S)=S |o1:7,8|